C(C)OC(\C=C\C=C/CCCCC)=O ethyl-(E,Z)-2,4-deca-dienoate